4-[4-(2,4-difluorophenyl)-6,7-dimethyl-pteridin-2-yl]Morpholine FC1=C(C=CC(=C1)F)C1=NC(=NC2=NC(=C(N=C12)C)C)N1CCOCC1